3-(3-Chloro-4-fluorophenyl)-1-(1-(6-fluoro-4-oxo-3,4-dihydrophthalazin-1-yl)ethyl)-1-methylurea ClC=1C=C(C=CC1F)NC(N(C)C(C)C1=NNC(C2=CC(=CC=C12)F)=O)=O